ClC1=C(C=CC=C1Cl)C1=C(C=CC=C1)S 2,3-dichlorophenyl-thiophenol